(oxathiazole)-2,2-dioxide O1S(NC=C1)(=O)=O